ethyl alpha-linoleate C(CCCCCCC\C=C/C\C=C/CCCCC)(=O)OCC